2-hex-5-ynylisoindoline-1,3-dione C(CCCC#C)N1C(C2=CC=CC=C2C1=O)=O